C(#N)C1=CNC2=C(C=CC(=C12)F)NS(=O)(=O)C=1C=NN(C1)CCCO N-(3-cyano-4-fluoro-1H-indol-7-yl)-1-(3-hydroxypropyl)pyrazole-4-sulfonamide